N-(1'-(6-(methylsulfonyl)pyridin-2-yl)-1',2'-dihydrospiro[cyclopropane-1,3'-pyrrolo[3,2-c]pyridin]-6'-yl)acetamide CS(=O)(=O)C1=CC=CC(=N1)N1CC2(C=3C=NC(=CC31)NC(C)=O)CC2